2-(2-(ethylsulfonyl)-7-(4-(trifluoromethoxy)phenyl)pyrazolo[1,5-a]pyrimidin-3-yl)-3-methyl-6-(trifluoromethyl)-3H-imidazo[4,5-c]pyridine C(C)S(=O)(=O)C1=NN2C(N=CC=C2C2=CC=C(C=C2)OC(F)(F)F)=C1C1=NC2=C(C=NC(=C2)C(F)(F)F)N1C